C[Si](CCOCN1N=C(C2=C(C=CC=C12)C=C)C#N)(C)C 1-((2-(trimethylsilyl)ethoxy)methyl)-4-vinyl-1H-indazole-3-carbonitrile